[N+](=O)([O-])C=1C=C(N)C=CC1NCCO 3-nitro-4-(2-hydroxyethylamino)aniline